C1=C(C=CC2=CC=CC=C12)C(CC1CCOCC1)=O 1-(2-naphthyl)-2-(tetrahydro-2H-4-pyranyl)ethan-1-one